COC(C1=NC=C(C=C1)NC1=C(C=CC=C1)[N+](=O)[O-])=O 5-((2-Nitrophenyl)amino)picolinic acid methyl ester